(4-((1-(cyclopropylsulfonyl)piperidin-4-yl)oxy)phenyl)(6-hydroxy-2-(4-hydroxyphenyl)benzo[b]thiophen-3-yl)methanone C1(CC1)S(=O)(=O)N1CCC(CC1)OC1=CC=C(C=C1)C(=O)C=1C2=C(SC1C1=CC=C(C=C1)O)C=C(C=C2)O